FC=1C=CC2=C(C(=C(O2)[C@H](C(C)C)NC(NC=2C=NC(=NC2)N2CC3(C2)OCC(NC3)=O)=O)C)C1 3-[(1S)-1-(5-fluoro-3-methyl-1-benzofuran-2-yl)-2-methylpropyl]-1-(2-{7-oxo-5-oxa-2,8-diazaspiro[3.5]nonan-2-yl}pyrimidin-5-yl)urea